1-(4-{[4,5-dihydroxy-6-(hydroxymethyl)-3-[(3,4,5-trihydroxy-6-methyloxan-2-yl)oxy]oxan-2-yl]oxy}-2,6-dihydroxyphenyl)-3-(4-hydroxy-3-methoxyphenyl)propan-1-one OC1C(C(OC(C1O)CO)OC1=CC(=C(C(=C1)O)C(CCC1=CC(=C(C=C1)O)OC)=O)O)OC1OC(C(C(C1O)O)O)C